5-[2,6-dichloro-4-(6-cyano-3,5-dioxo-4H-1,2,4-triazin-2-yl)phenoxy]-N-methyl-1-(4-methylbenzenesulfonyl)indole-3-carboxamide ClC1=C(OC=2C=C3C(=CN(C3=CC2)S(=O)(=O)C2=CC=C(C=C2)C)C(=O)NC)C(=CC(=C1)N1N=C(C(NC1=O)=O)C#N)Cl